C1N=CCC12CCCCC2 2-aza-spiro[4.5]-2-decene